ClC=1C=CC(=C(C1)C1=CC(=C(N=N1)OCCN(C)C)NC1=CC(=NC=C1)NC(=O)CN1CC(N(CC1)C)C(=O)OC)F methyl 4-{[(4-{[6-(5-chloro-2-fluorophenyl)-3-[2-(dimethylamino) ethoxy] pyridazin-4-yl] amino} pyridin-2-yl) carbamoyl] methyl}-1-methylpiperazine-2-carboxylate